1-(8-fluoro-7-(7-fluoro-3-hydroxynaphthalen-1-yl)-2-(((2R,7aS)-2-fluorotetrahydro-1H-pyrrolizine-7a(5H)-yl)methoxy)-5-(propynyl)pyrido[4,3-d]pyrimidin-4-yl)-3-methylpiperidin-3-ol FC1=C(N=C(C2=C1N=C(N=C2N2CC(CCC2)(O)C)OC[C@]21CCCN1C[C@@H](C2)F)C#CC)C2=CC(=CC1=CC=C(C=C21)F)O